F[C@@H]1[C@H](CNCC1)NC1=NC=CC(=N1)C1=CN=C2N1N=C(C(=C2)OC)C2OCC2 N-((3S,4S)-4-fluoropiperidin-3-yl)-4-(7-methoxy-6-(oxetan-2-yl)imidazo[1,2-b]pyridazin-3-yl)pyrimidin-2-amine